(3aR,5r,6aS)-5-((methylsulfonyl)oxy)hexahydrocyclopenta[C]pyrrole-2(1H)-carboxylic acid tert-butyl ester C(C)(C)(C)OC(=O)N1C[C@@H]2[C@H](C1)CC(C2)OS(=O)(=O)C